4-Chlorobenzoic acid [3-(3-ethyl-4-oxo-spiro[6,8-dihydro-5H-pyrazolo[4,3-c]azepin-7,4'-tetrahydropyran]-1-yl)-2,2-dimethyl-propyl] ester C(C)C1=NN(C2=C1C(NCC1(CCOCC1)C2)=O)CC(COC(C2=CC=C(C=C2)Cl)=O)(C)C